(3S)-3-(1,1-difluoroethoxy)-N-[3-[2-(2-hydroxyethoxy)-6-(morpholin-4-yl)pyridin-4-yl]-4-methylphenyl]pyrrolidine-1-carboxamide FC(C)(O[C@@H]1CN(CC1)C(=O)NC1=CC(=C(C=C1)C)C1=CC(=NC(=C1)N1CCOCC1)OCCO)F